ClC=1C=C(C=CC1)[C@H](NC(=O)C1CC2(C1)NC(CC2C(F)F)=O)C2CCCC2 (2r,4R)-N-((R)-(3-chlorophenyl)(cyclopentyl)methyl)-8-(difluoromethyl)-6-oxo-5-azaspiro[3.4]octane-2-carboxamide